N-(5-fluoroquinolin-6-yl)-7-(1-methyl-1H-pyrazol-4-yl)-5-((R)-1-((R)-morpholin-3-yl)ethoxy)quinazolin-4-amine FC1=C2C=CC=NC2=CC=C1NC1=NC=NC2=CC(=CC(=C12)O[C@H](C)[C@@H]1NCCOC1)C=1C=NN(C1)C